[Pt](Cl)Cl.C(CCCCC)=N hexaanimine platinum chloride